1-(hydroxymethyl)isoindolin OCC1NCC2=CC=CC=C12